N-(4,4-diethyl-7-(trifluoromethyl)-4H-chromeno[4,3-d]thiazol-2-yl)-2,4-dimethoxynicotinamide C(C)C1(OC=2C=C(C=CC2C=2N=C(SC21)NC(C2=C(N=CC=C2OC)OC)=O)C(F)(F)F)CC